6-chloro-N2,N2-Bis(4-methoxybenzyl)-3-nitropyridine-2,4-diamine ClC1=CC(=C(C(=N1)N(CC1=CC=C(C=C1)OC)CC1=CC=C(C=C1)OC)[N+](=O)[O-])N